CC1=CC=C(O1)CCC=O 3-(5-methylfuran-2-yl)propanal